O=C1C(=CC(C2=CC=CC=C12)=O)N[C@@H](C(=O)NC1=C(C=C(C=C1)C)F)CC1=CC=CC=C1 (R)-2-((1,4-dioxo-1,4-dihydronaphthalen-2-yl)amino)-3-phenyl-N-(2-fluoro-4-methylphenyl)-propionamide